OC1=C(C=C(C=C1)C1=CN=NC2=CC=CC=C12)C 4-(4-hydroxy-3-methylphenyl)-cinnoline